C(C)(C)(C)OC(CCN1C(C2=C(N=C(N=C2)S(=O)(=O)C2CCN(CC2)C(=O)OC(C)(C)C)CC1)=O)=O tert-butyl 4-((6-(3-tert-butoxy-3-oxopropyl)-5-oxo-5,6,7,8-tetrahydropyrido[4,3-d]pyrimidin-2-yl)sulfonyl)piperidine-1-carboxylate